C(\C=C\C(=O)O)(=O)O.NC1=NC=CC(=C1Cl)SC1=CN=C(N=N1)N1CCC2(CC1)[C@@H](C1=CC=CC=C1C2)N (S)-1'-(6-((2-amino-3-chloropyridin-4-yl)thio)-1,2,4-triazin-3-yl)-1,3-dihydrospiro[indene-2,4'-piperidin]-1-amine fumarate salt